tert-butyl 4-(methoxymethyl)-4-(trifluoromethyl)piperidine-1-carboxylate COCC1(CCN(CC1)C(=O)OC(C)(C)C)C(F)(F)F